C(C1CO1)OC1=CC(=CC(=C1)OCC1CO1)OCC1CO1 1,3,5-tri(2,3-epoxypropoxy)benzene